COC1=NC(=NN2C1=C(C=C2)C=2C=CC1=C(N(N=N1)CC(F)(F)F)C2)NC2CC(C2)(C)NC(C)=O N-((1r,3r)-3-((4-methoxy-5-(1-(2,2,2-trifluoroethyl)-1H-benzo[d][1,2,3]triazol-6-yl)pyrrolo[2,1-f][1,2,4]triazin-2-yl)amino)-1-methylcyclobutyl)acetamide